ClC1=C(C=CC(=C1)C(F)(F)F)NC(CN1C=2N(C(C3=C1CCCC31CCN(CC1)C(C1=NC=CC=C1O)=O)=O)C=C(N2)C2=CC=CC=C2)=O N-(2-chloro-4-(trifluoromethyl)phenyl)-2-(1'-(3-hydroxypicolinoyl)-5-oxo-2-phenyl-5,7,8,9-tetrahydro-10H-spiro[imidazo[2,1-b]quinazoline-6,4'-piperidin]-10-yl)acetamide